(S)-N-(1-(6-fluoro-4-(4-fluorophenyl)-1,2,3,4-tetrahydroquinoxaline-1-carbonyl)pyrrolidin-3-yl)methanesulfonamide FC=1C=C2N(CCN(C2=CC1)C(=O)N1C[C@H](CC1)NS(=O)(=O)C)C1=CC=C(C=C1)F